bis-propylheptyl carbonate CCCCCC(CCC)COC(=O)OCC(CCC)CCCCC